fluorenyl-trimethoxysilane C1(=CC=CC=2C3=CC=CC=C3CC12)[Si](OC)(OC)OC